FC(OC1=CC(=C(C(=C1)C(C)C)CC(=O)N[S@@](=O)(=N)C=1SC(=CC1F)C(C)(C)O)CC)F |o1:16| (S)- or (R)-2-(4-(difluoromethoxy)-2-ethyl-6-isopropylphenyl)-N-(3-fluoro-5-(2-hydroxypropan-2-yl)thiophen-2-ylsulfonimidoyl)acetamide